C(C)(=O)OC\C=C\C(COCC1=CC=CC=C1)O (E)-5-(benzyloxy)-4-hydroxypent-2-en-1-yl acetate